9,10-Perylenebis(dicarboximide) C123CC=C4C=CC=C5C6=CC=C(C=7C(=CC=C(C1=C45)C67)C(NC3=O)=O)C(NC2=O)=O